rac-5,6-difluoro-N-{[4-(3-fluorobicyclo[1.1.1]pentan-1-yl)-2,5-dioxoimidazolidin-4-yl]methyl}-4'-(trifluoromethyl)[biphenyl]-2-carboxamide FC1=CC=C(C(=C1F)C1=CC=C(C=C1)C(F)(F)F)C(=O)NC[C@]1(NC(NC1=O)=O)C12CC(C1)(C2)F |r|